C(C)(=O)C=1N=C2N(N=CC(=C2)C(=O)OC)C1C1=CC(=CC(=C1)Cl)Cl methyl 2-acetyl-3-(3,5-dichlorophenyl)imidazo[1,2-b]pyridazine-7-carboxylate